N-[3-[2-(difluoromethoxy)-5-(oxetan-3-ylsulfanyl)phenyl]-1-[2-oxo-2-(4-tetrahydropyran-4-ylpiperazin-1-yl)ethyl]pyrazol-4-yl]pyrazolo[1,5-a]pyrimidine-3-carboxamide FC(OC1=C(C=C(C=C1)SC1COC1)C1=NN(C=C1NC(=O)C=1C=NN2C1N=CC=C2)CC(N2CCN(CC2)C2CCOCC2)=O)F